C(\C=C\CCCC)=O E-2-Heptenal